FC=1C=CC2=C(CCO2)C1CNC1=NC=C(C=2N1C=NC2S(=O)(C)=N)C=2C(=NC=CC2)C (5-(((5-fluoro-2,3-dihydrobenzofuran-4-yl)methyl)amino)-8-(2-methylpyridin-3-yl)imidazo[1,5-c]pyrimidin-1-yl)(imino)(methyl)-sulfanone